O[C@@H](CN(CC[C@@H](C(=O)O)NC(CCC1=CC=C(C=C1)C1=CC=C(C=C1)CCCCNC(=N)NC(=O)C1=NC(=C(N=C1N)N)Cl)=O)C[C@@H]([C@H]([C@@H]([C@@H](CO)O)O)O)O)[C@H]([C@@H]([C@@H](CO)O)O)O (S)-4-(bis((2S,3R,4R,5R)-2,3,4,5,6-pentahydroxyhexyl)amino)-2-(3-(4'-(4-(3-(3,5-diamino-6-chloropyrazine-2-carbonyl)guanidino)butyl)-[1,1'-biphenyl]-4-yl)propanamido)butanoic acid